1,1-Bis(4-hydroxyphenyl)n-butane OC1=CC=C(C=C1)C(CCC)C1=CC=C(C=C1)O